C[C@@H]1[C@H]([C@H]([C@@H](O1)N2C=C(C(=O)NC2=O)F)O)O 5'-deoxyfluorouridine